3,3'-biphenyldiCarboxylate C1(=CC(=CC=C1)C(=O)[O-])C1=CC(=CC=C1)C(=O)[O-]